6-(2-fluoro-4-nitrophenoxy)-N-(1-methylpiperidin-4-yl)pyrimidin-4-amine FC1=C(OC2=CC(=NC=N2)NC2CCN(CC2)C)C=CC(=C1)[N+](=O)[O-]